N-(3-(4-chloro-1H-pyrrolo[2,3-b]pyridin-5-yl)prop-2-yn-1-yl)-4-methoxyaniline ClC1=C2C(=NC=C1C#CCNC1=CC=C(C=C1)OC)NC=C2